3-methoxy-5-(4,4,5,5-tetramethyl-1,3,2-dioxaborolan-2-yl)aniline COC=1C=C(N)C=C(C1)B1OC(C(O1)(C)C)(C)C